((6-(2-((4-((1R,5S)-3,8-diazabicyclo[3.2.1]octan-3-yl)phenyl)amino)-6-cyclopropyl-5-fluoro-7H-pyrrolo[2,3-d]pyrimidin-7-yl)pyridin-2-yl)imino)dimethyl-λ6-sulfanone [C@H]12CN(C[C@H](CC1)N2)C2=CC=C(C=C2)NC=2N=CC1=C(N2)N(C(=C1F)C1CC1)C1=CC=CC(=N1)N=S(=O)(C)C